FC=1C=C2C=NNC2=C(C1)C#N 5-fluoro-1H-indazole-7-carbonitrile